Benzyl N-[(3R,5R)-1-{2-[1-(cyclopropylmethyl)-1H-pyrrolo[2,3-b]pyridin-2-yl]-7-methoxy-1-methyl-1H-1,3-benzodiazole-5-carbonyl}-5-hydroxypiperidin-3-yl]-N-methylcarbamate C1(CC1)CN1C(=CC=2C1=NC=CC2)C2=NC1=C(N2C)C(=CC(=C1)C(=O)N1C[C@@H](C[C@H](C1)O)N(C(OCC1=CC=CC=C1)=O)C)OC